C(N)(=O)[PH2+]C carbamoyl-methylphosphonium